C(C)(C)(C)OOC(C)(C)C di-tert.butyl peroxide